N1=CC=CC2=CC=CC(=C12)NC(CC1CC(CC1)CC1=CC=CC=C1)=O N-(quinolin-8-yl)-2-(3-benzylcyclopentyl)acetamide